ClC=1C(=C(SC1Cl)C(=O)OC(C)(C)C)OCC(=O)OCC tert-butyl 4,5-dichloro-3-(2-ethoxy-2-oxoethoxy)thiophene-2-carboxylate